C(#N)C1=CC(=C(OCC2=C(C=CC(=N2)OC2CCN(CC2)CC2=NC3=C(N2C[C@H]2OCC2)C=C(C=C3)C(=O)OC)F)C=C1)F methyl (S)-2-((4-((6-((4-cyano-2-fluorophenoxy)methyl)-5-fluoropyridin-2-yl)oxy)piperidine-1-yl)methyl)-1-(oxetan-2-ylmeth-yl)-1H-benzo[d]imidazole-6-carboxylate